(1R,2S,3R,5R)-3-(4-amino-5-(4-benzylthiazol-2-yl)-2-chloro-7H-pyrrolo[2,3-d]pyrimidin-7-yl)-5-(1-((tetrahydrofuran-3-yl)methyl)piperidin-4-yl)cyclopentane-1,2-diol NC=1C2=C(N=C(N1)Cl)N(C=C2C=2SC=C(N2)CC2=CC=CC=C2)[C@H]2[C@@H]([C@@H]([C@H](C2)C2CCN(CC2)CC2COCC2)O)O